tetramethyl-3,3'-biphenol CC1=C(C(=C(C(=C1O)C)C=1C=C(C=CC1)O)C)C